4-pentylnonyl 8-[4-(dimethylamino) butanoyl-[8-oxo-8-(4-pentylnonoxy)octyl]amino]octanoate CN(CCCC(=O)N(CCCCCCCC(=O)OCCCC(CCCCC)CCCCC)CCCCCCCC(OCCCC(CCCCC)CCCCC)=O)C